tert-butyl 6-((1-(3-(2,6-dioxopiperidin-3-yl)-1-methyl-1H-indazol-6-yl) piperidin-4-yl) methyl)-2,6-diazaspiro[3.3]heptane-2-carboxylate O=C1NC(CCC1C1=NN(C2=CC(=CC=C12)N1CCC(CC1)CN1CC2(CN(C2)C(=O)OC(C)(C)C)C1)C)=O